N-[6-(6-chloro-1,3-benzoxazol-2-yl)spiro[3.3]heptane-2-yl]-5-(trifluoromethyl)furan-2-carboxamide ClC1=CC2=C(N=C(O2)C2CC3(CC(C3)NC(=O)C=3OC(=CC3)C(F)(F)F)C2)C=C1